[Cl-].[Cl-].C[Si](=[Zr+2](C1C=C(C=C1C)C(C)(C)C)C1C(=CC(=C1)C(C)(C)C)C)C dimethylsilylene(2-methyl-4-t-butylcyclopentadienyl)(3'-t-butyl-5'-methylcyclopentadienyl)zirconium dichloride